4-methoxy-3-(3-morpholinopropoxy)benzaldehyde COC1=C(C=C(C=O)C=C1)OCCCN1CCOCC1